ClC1=C(C=C(C#N)C=C1)[C@@H]1COCCCN1 |r| (+-)-4-chloro-3-(1,4-oxazepan-3-yl)benzonitrile